(Dl)-2-ethyl-4-methylimidazole C(C)C=1NC=C(N1)C